FC1=C(C(=C(C(=C1F)F)F)F)C1=NOC(O1)=O 3-(2,3,4,5,6-pentafluorophenyl)-1,4,2-dioxazol-5-one